5,6,7,8-tetrahydroimidazo[1,2-a]pyrazine-2-carboxylic acid N=1C(=CN2C1CNCC2)C(=O)O